COC(C(=O)O)CC(=C)C 2-methoxy-4-methyl-pent-4-enoic acid